5-(tert-butoxycarbonyl)-5-azaspiro[3.5]nonane-8-carboxylic acid C(C)(C)(C)OC(=O)N1C2(CCC2)CC(CC1)C(=O)O